triazolo[4,5-b]pyridinium [NH+]=1NN=C2N=CC=CC21